tert-Butyl 3-{5-[6-chloro-4-(ethylamino)pyridin-3-yl]-1,3,4-thiadiazol-2-yl}-3,8-diazabicyclo[3.2.1]octane-8-carboxylate ClC1=CC(=C(C=N1)C1=NN=C(S1)N1CC2CCC(C1)N2C(=O)OC(C)(C)C)NCC